5-(1-Aminocyclopropyl)-2-methylquinolin-7-yl trifluoromethanesulfonate FC(S(=O)(=O)OC1=CC(=C2C=CC(=NC2=C1)C)C1(CC1)N)(F)F